C(C)(C)OC(=O)C1=C(NC(=C(C1)C(=O)OC(C)C)C)C 1,4-dihydro-2,6-dimethyl-3,5-pyridinedicarboxylic acid diisopropyl ester